2-(biphenyl-3-yl)-4-chloro-6-phenyl-1,3,5-triazine C1(=CC(=CC=C1)C1=NC(=NC(=N1)Cl)C1=CC=CC=C1)C1=CC=CC=C1